6-(trifluoromethyl)imidazo[1,5-a]pyridine-3-carboxylic acid ethyl ester C(C)OC(=O)C1=NC=C2N1C=C(C=C2)C(F)(F)F